P(=O)(OC=1C(=NC=C(C1)\C=C\C1=CC(=CC=C1)F)C(C)C)(O)O (E)-5-(3-fluorostyryl)-2-isopropylpyridin-3-yl dihydrogen phosphate